trimethyl-ammonium tetra(pentafluorophenyl)borate FC1=C(C(=C(C(=C1[B-](C1=C(C(=C(C(=C1F)F)F)F)F)(C1=C(C(=C(C(=C1F)F)F)F)F)C1=C(C(=C(C(=C1F)F)F)F)F)F)F)F)F.C[NH+](C)C